3-(1,4-dioxo-2-(4-fluorophenyl)-1,3-thiazin-3-yl)urea O=S1C(N(C(C=C1)=O)NC(N)=O)C1=CC=C(C=C1)F